ClC1=C2CCN(C2=CC=C1)C1(CCC2(C(CC3=CC=CC=C23)C[C@H](COC2=CC=NC=3CCC[C@H](C23)C)C)CC1)C(=O)O 4-(4-chloro-2,3-dihydro-1H-indol-1-yl)-2'-[(2R)-2-methyl-3-{[(5R)-5-methyl-5,6,7,8-tetrahydroquinolin-4-yl]oxy}propyl]-2',3'-dihydrospiro[cyclohexane-1,1'-indene]-4-carboxylic acid